Methyl 2,4-dimethoxy-5-methylbenzoate COC1=C(C(=O)OC)C=C(C(=C1)OC)C